C(C)(=O)N(C=1C=C(C(=NC1)C(=O)O)S(=O)(=O)CC)C 5-[acetyl-(methyl)amino]-3-ethylsulfonyl-pyridine-2-carboxylic acid